(5-chloro-8-quinolinoxy)-malonic acid methylethyl ester CC(C)OC(C(C(=O)O)OC=1C=CC(=C2C=CC=NC12)Cl)=O